2-fluoro-4-trifluoromethyl-iodobenzene FC1=C(C=CC(=C1)C(F)(F)F)I